methyl 6-(l-N-methyl-5-[(tert-butoxy)carbonyl]-4H,5H,6H,7H-pyrazolo[1,5-a]pyrazine-3-amidocyclopropyl)pyrimidine-4-carboxylate CN(C(=O)C=1C=NN2C1CN(CC2)C(=O)OC(C)(C)C)C2(CC2)C2=CC(=NC=N2)C(=O)OC